ClC1=C(C=CC=C1)C1NCC2=NN=C(N2C=2SC=3CC(CC3C12)C(=O)N1CCOCC1)C 9-(2-Chlorophenyl)-3-methyl-13-(morpholine-4-carbonyl)-16-thia-2,4,5,8-tetraazatetracyclo[8.6.0.02,6.011,15]-hexadeca-1(10),3,5,11(15)-tetraene